OC1=C2C(C(=COC2=C(C(=C1)OC)COC)C1=CC=C(C=C1)OC)=O 5-Hydroxy-7-methoxy-8-(methoxymethyl)-3-(4-methoxyphenyl)-4H-chromen-4-one